C(C)(C)(C)OC(NC1=C2CCCC2=CC(=C1F)Br)=O (6-bromo-5-fluoro-2,3-dihydro-1H-inden-4-yl)carbamic acid tert-butyl ester